4-morpholinoethanesulfonic acid hydrate C1COCCN1CCS(=O)(=O)O.O